CC1=CCC(CC1)C(C)CO (+)-P-Menth-1-en-9-ol